p-toluenesulfonyl-hydroxylamine trifluoro-methanesulfonate FC(S(=O)(=O)O)(F)F.CC1=CC=C(C=C1)S(=O)(=O)NO